O=C1C(C=[Ru](I)(I)(I)I)C=CC=C1 (2-oxobenzylidene)ruthenium (VI) iodide